tert-butyl-4-(1-((methylsulfonyl)oxy)ethyl)piperidine C(C)(C)(C)N1CCC(CC1)C(C)OS(=O)(=O)C